[Na].[Na].[Na].C(C)(=O)ON(CCN(OC(C)=O)OC(C)=O)OC(C)=O.[Na] sodium ethylenediamine tetraacetate, trisodium salt